6-(4-(3-(4-chloro-3-fluorophenyl)-1-(pyridin-4-ylmethyl)-1H-pyrrolo[2,3-b]pyridine-6-carbonyl)-3,3-dimethylpiperazin-1-yl)-2,4-dimethylnicotinic acid ClC1=C(C=C(C=C1)C1=CN(C2=NC(=CC=C21)C(=O)N2C(CN(CC2)C2=NC(=C(C(=O)O)C(=C2)C)C)(C)C)CC2=CC=NC=C2)F